bi-9H-carbazole-d15 C1(=C(C(=C(C=2C3=C(C(=C(C(=C3N(C12)[2H])[2H])[2H])[2H])[2H])[2H])[2H])[2H])C1=C(C(=C(C=2C3=C(C(=C(C(=C3NC12)[2H])[2H])[2H])[2H])[2H])[2H])[2H]